C(=C)N1S(=O)(=O)C2=CC=CC=C2C1=O N-vinylsaccharin